ClC=1C=C(C=CC1F)NC(N(C1CCCC=2NC(C=3CCCCC3C12)=O)C)=O 3-(3-Chloro-4-fluorophenyl)-1-methyl-1-(6-oxo-1,2,3,4,5,6,7,8,9,10-decahydrophenanthridin-1-yl)urea